C(C)(C)(C)OC(NC1C(CCC1)N1N=C2N(C(N(CC2=C1)C1CCN(CC1)C1=C(C=CC=C1C)F)=O)CC1=C(C=CC=C1)C(F)(F)F)=O {2-[5-[1-(2-fluoro-6-methyl-phenyl)-piperidin-4-yl]-6-oxo-7-(2-trifluoromethyl-benzyl)-4,5,6,7-tetrahydro-pyrazolo[3,4-d]pyrimidin-2-yl]-cyclopentyl}-carbamic acid tert-butyl ester